ClC1=CC=C(C=C1)CCCC(NO)=N 4-(4-chlorophenyl)-N-hydroxybutanimidamide